6-[1-(2-Fluoro-6-methyl-phenyl)-piperidin-4-yl]-4-(3-trifluoromethyl-pyridin-2-ylmethyl)-2,4,6,7-tetrahydro-pyrazolo[4,3-d]pyrimidin-5-on FC1=C(C(=CC=C1)C)N1CCC(CC1)N1C(N(C=2C(C1)=NNC2)CC2=NC=CC=C2C(F)(F)F)=O